N-(3-(1-(2,6-Dioxopiperidin-3-yl)-1H-benzo[d]imidazol-5-yl)prop-2-yn-1-yl)-5-(8-(7-isopropyl-1,3-dimethyl-2-oxo-2,3-dihydro-1H-benzo[d]imidazol-5-yl)isoquinolin-3-yl)picolinamide O=C1NC(CCC1N1C=NC2=C1C=CC(=C2)C#CCNC(C2=NC=C(C=C2)C=2N=CC1=C(C=CC=C1C2)C2=CC1=C(N(C(N1C)=O)C)C(=C2)C(C)C)=O)=O